tert-butyl 4-(2-(((1r,4r)-4-aminocyclohexyl) oxy) ethyl)-3,3-difluoropiperidine-1-carboxylate NC1CCC(CC1)OCCC1C(CN(CC1)C(=O)OC(C)(C)C)(F)F